N-(2-ethyl-5-methyl-4,5-dihydro-2H-[1,2,3]triazolo[4,5-c][1,7]naphthyridin-6-yl)cyclopropanecarboxamide C(C)N1N=C2C(CN(C=3C(=NC=CC23)NC(=O)C2CC2)C)=N1